1-(4-amino-2-(1-methyl-1H-tetrazol-5-yl)phenyl)pentan-1-ol NC1=CC(=C(C=C1)C(CCCC)O)C1=NN=NN1C